C(CCCCCC)=O 1-Heptanone